4-benzyl-6-(chloromethyl)-2-(7,8-difluoro-3-quinolyl)-6-methyl-4,5-dihydro-1,3-oxazine C(C1=CC=CC=C1)C1N=C(OC(C1)(C)CCl)C=1C=NC2=C(C(=CC=C2C1)F)F